CC(CC1=CC=C(C=C1)C(F)(F)F)=C 1-(2-methylprop-2-en-1-yl)-4-(trifluoromethyl)benzene